ClC1=CC(=C(C=C1)CN1C(NC(C2=C1C=CN2)=O)=S)C(=C)OCCCCO 1-([4-chloro-2-[1-(4-hydroxybutoxy)vinyl]phenyl]methyl)-2-sulfanylidene-1,2,3,5-tetrahydro-4H-pyrrolo[3,2-d]pyrimidin-4-one